(2,5-Dimethoxypyridin-3-yl)methanol COC1=NC=C(C=C1CO)OC